CC1=C(C=CC=C1C=1C=C2N(C=NC(=C2)CN2[C@@H](CCCC2)C(=O)OC)C1)C1=CC=CC=C1 methyl (2S)-1-{[6-(2-methylbiphenyl-3-yl)pyrrolo[1,2-c]pyrimidin-3-yl]methyl}piperidine-2-carboxylate